4-(4-propenylpiperazin-1-yl)-1-(2,6-dimethylphenyl)-6-fluoro-7-(2-fluoro-6-hydroxyphenyl)quinolin-2(1H)-one C(=CC)N1CCN(CC1)C1=CC(N(C2=CC(=C(C=C12)F)C1=C(C=CC=C1O)F)C1=C(C=CC=C1C)C)=O